10,12-dihydroxyoctadecenoic acid OC(CCCCCCC=CC(=O)O)CC(CCCCCC)O